N-(4-(4-allylpiperazin-1-yl)-6-fluoropyridin-3-yl)-2-((1-(1-hydroxybut-3-en-1-yl)cyclopropyl)amino)pyrimidine-4-carboxamide C(C=C)N1CCN(CC1)C1=C(C=NC(=C1)F)NC(=O)C1=NC(=NC=C1)NC1(CC1)C(CC=C)O